ethyl 2-((2,4-dimethoxyphenyl)-amino)-5-(trifluoro-methyl)benzoate COC1=C(C=CC(=C1)OC)NC1=C(C(=O)OCC)C=C(C=C1)C(F)(F)F